N-(cyclopropylmethyl)-N-methylthiazole-2-carboxamide C1(CC1)CN(C(=O)C=1SC=CN1)C